5-methyl-2-ethyl-1-methyl-pyrazol CC1=CCN(N1C)CC